2-((4-chlorobenzyl)sulfinyl)-6-(o-tolyl)benzo[d]oxazole ClC1=CC=C(CS(=O)C=2OC3=C(N2)C=CC(=C3)C3=C(C=CC=C3)C)C=C1